C(CCCCCCCCCCCCC)N1C(=C(C(C=C1)=O)OCC=C)C=O N-tetradecyl-2-formyl-3-(2-propen-1-yloxy)-pyridin-4-one